N-(4-((6-(3-((tertbutyl-dimethylsilyl)oxy)-3-methylcyclobutoxy)-2-(1,1-difluoroethyl)pyrimidin-4-yl)amino)-5-ethoxypyridin-2-yl)acetamide C(C)(C)(C)[Si](OC1(CC(C1)OC1=CC(=NC(=N1)C(C)(F)F)NC1=CC(=NC=C1OCC)NC(C)=O)C)(C)C